2-((2S,3S)-2-(benzyloxy)pentan-3-yl)-4-(5-iodopyridin-2-yl)-2,4-dihydro-3H-1,2,4-triazol-3-one C(C1=CC=CC=C1)O[C@@H](C)[C@H](CC)N1N=CN(C1=O)C1=NC=C(C=C1)I